NC=1C=C2COC(C2=C(C1)F)=O 5-amino-7-fluoroisobenzofuran-1(3H)-one